tert-butyl 2-(2-(3-(1-(1-cyclopropylethyl)-1H-indazole-3-carboxamido)-4-(piperidin-1-yl)benzamido)-5-fluorophenyl)acetate C1(CC1)C(C)N1N=C(C2=CC=CC=C12)C(=O)NC=1C=C(C(=O)NC2=C(C=C(C=C2)F)CC(=O)OC(C)(C)C)C=CC1N1CCCCC1